N-(3-phenylnaphthyl)-2-(4-fluorophenyl)-indole-13C C1(=CC=CC=C1)C=1C=C(C2=CC=CC=C2C1)N1[13C](=CC2=CC=CC=C12)C1=CC=C(C=C1)F